FC1=C(C=C2C=CC=NC2=C1)CN([C@@H]1[C@@H](C[C@H](CC1)NCC=1C=2N(C=CC1)C=CN2)O)C (1R,2S,5S)-2-(((7-Fluoroquinolin-6-yl)methyl)(methyl)amino)-5-((imidazo[1,2-a]pyridin-8-ylmethyl)amino)cyclohexan-1-ol